5-[7-difluoromethyl-6-(1-methyl-1H-pyrazol-4-yl)-3,4-dihydro-2H-quinolin-1-yl]-[1,6]naphthyridine-7-carboxylic acid FC(C1=C(C=C2CCCN(C2=C1)C1=C2C=CC=NC2=CC(=N1)C(=O)O)C=1C=NN(C1)C)F